s-triazole N1N=CN=C1